ClC=1C=C(C=CC1)NC(=O)C1=CC=C(S1)C1=C(OC2CCN(CC2)C(=O)[O-])C=CC=C1 4-(2-(5-((3-chlorophenyl)carbamoyl)thiophen-2-yl)phenoxy)piperidine-1-carboxylate